tert-butyl (3-((2,6-dioxopiperidin-3-yl)carbamoyl)furan-2-yl)(methyl)carbamate O=C1NC(CCC1NC(=O)C1=C(OC=C1)N(C(OC(C)(C)C)=O)C)=O